C(C)(C)OC(=O)OC(C)OC(CCCOC1=C(C=C(C(=C1)Cl)C=1C=NC(=CC1C#N)C(F)(F)F)C(N(C)C1=C(C=CC=C1)OC)=O)=O 4-{5-chloro-4-(4-cyano-6-trifluoromethyl-pyridin-3-yl)-2-[(2-methoxy-phenyl)-methyl-carbamoyl]-phenoxy}-butyric acid 1-isopropoxycarbonyloxy-ethyl ester